O=C1N(C(C2=CC=CC=C12)=O)CCC(COC(C1=CC=CC=C1)=O)=C benzoic acid 4-(1,3-dioxo-1,3-dihydro-isoindol-2-yl)-2-methylene-butyl ester